C1(=CC=CC=C1)S(=O)(=O)SS(=O)(=O)C1=CC=CC=C1 bis-benzenesulfonyl sulfide